C(=O)(O)[C@@H](O)[C@H](O)C(=O)O.FC(CO)F 2,2-difluoroethan-1-ol D-tartrate